7-iodo-2-oxo-1,2-dihydroquinoline-3-carboxylate IC1=CC=C2C=C(C(NC2=C1)=O)C(=O)[O-]